CC=1C=C(C=CC1C)N1C(CC(C1)C(=O)N1CCC(CC1)C1=NC(=NO1)C=1C=C(C=CC1)C)=O 1-(3,4-dimethylphenyl)-4-(4-(3-(m-tolyl)-1,2,4-oxadiazol-5-yl)piperidine-1-carbonyl)pyrrolidin-2-one